C(C)(C)(C)OC(=O)N1CCN(CC1)C1=CC=C(C=C1)NC=1C=2N(C(=CN1)C=1C=C(C=CC1)C)C=CN2.N2CCC(CC2)C2=CC=CC(=N2)OCC=2C=C(SC2)C(C)=O 1-(4-(((6-(piperidin-4-yl)pyridin-2-yl)oxy)methyl)thiophen-2-yl)ethan-1-one tert-Butyl-4-(4-((5-(m-tolyl)imidazo[1,2-a]pyrazin-8-yl)amino)phenyl)piperazine-1-carboxylate